FC=1C=CC(=C(O[C@@H]2[C@H](CCCC2)O)C1)[N+](=O)[O-] (1S,2S)-2-(5-fluoro-2-nitro-phenoxy)cyclohexanol